2-(3-((2-((4-(4-(azetidin-1-yl)piperidin-1-yl)-3-isopropoxyphenyl)amino)-5-methylthieno[2,3-d]pyrimidin-4-yl)amino)phenyl)propan-2-ol N1(CCC1)C1CCN(CC1)C1=C(C=C(C=C1)NC=1N=C(C2=C(N1)SC=C2C)NC=2C=C(C=CC2)C(C)(C)O)OC(C)C